2-((2s,4r)-5-cyano-2-((((trans)-4-hydroxy-4-methylcyclohexyl)amino)methyl)-2-phenyl-2,3-dihydrobenzofuran-4-yl)-3-fluoro-4-methoxy-N-methylbenzamide C(#N)C=1C=CC2=C(C[C@](O2)(C2=CC=CC=C2)CNC2CCC(CC2)(C)O)C1C1=C(C(=O)NC)C=CC(=C1F)OC